FC1=CC=C(C=C1)CN(C1=C(C(=NN1C(=O)C=1OC=CC1)C1CN(CCC1C)C(CN1CCOCC1)=O)C)C 1-[3-(5-{[(4-Fluorophenyl)methyl](methyl)amino}-1-(furan-2-carbonyl)-4-methyl-1H-pyrazol-3-yl)-4-methylpiperidin-1-yl]-2-(morpholin-4-yl)ethan-1-on